C1=NC(=CC2=CC=CC=C12)C(=O)O 3-isoquinolinecarboxylic acid